C(C)(C)(C)OC(=O)N1C2CCC([C@H]1C(=O)O)CC2 (1s,3s,4r)-2-(tert-butoxycarbonyl)-2-azabicyclo[2.2.2]octane-3-carboxylic acid